7-((5-formylpyridin-2-yl)amino)pyrazolo[1,5-a]pyrimidine-3-carbonitrile C(=O)C=1C=CC(=NC1)NC1=CC=NC=2N1N=CC2C#N